FC=1C(=CC=2C3=C(NC(C2C1)=O)COC[C@H]3N(C(=O)C=3NC1=CC=CC(=C1C3)F)C)F (S)-N-(8,9-difluoro-6-oxo-1,4,5,6-tetrahydro-2H-pyrano[3,4-c]isoquinolin-1-yl)-4-fluoro-N-methyl-1H-indole-2-carboxamide